[(2R)-2-[5-benzyloxy-1-(1-methylallyl)-4,6-dioxo-7-[(2,4,6-trifluorophenyl)methylcarbamoyl]-2H-pyrido[2,1-f][1,2,4]triazin-3-yl]but-3-enyl]acetate C(C1=CC=CC=C1)OC=1C(C(=CN2N(CN(C(C21)=O)[C@H](CCC(=O)[O-])C=C)C(C=C)C)C(NCC2=C(C=C(C=C2F)F)F)=O)=O